C(C)C(C(=O)[O-])CCCC.C(C)C(C(=O)[O-])CCCC.[Cr+2] chromium (II) bis(2-ethylhexanoate)